C(CCCCCCCCCCCCC)NCC(=O)N1CCN(CC1)C(=O)OC(C)(C)C tert-Butyl 4-(tetradecylglycyl)piperazine-1-carboxylate